F[B-](F)(F)F.C1=C(C=CC=2C3=CC=CC=C3CC12)N1C=[N+](C=C1)CCCCCC 1-(9H-Fluoren-2-yl)-3-Hexyl-1H-imidazol-3-ium tetrafluoroborate